2-((S)-1-propenoyl-4-(7-(8-chloronaphthalen-1-yl)-3-fluoro-2-(((S)-1-methylpyrrolidin-2-yl)methoxy)-5,6,7,8-tetrahydro-1,7-naphthyridin-4-yl)piperazin-2-yl)acetonitrile C(C=C)(=O)N1[C@H](CN(CC1)C1=C(C(=NC=2CN(CCC12)C1=CC=CC2=CC=CC(=C12)Cl)OC[C@H]1N(CCC1)C)F)CC#N